tert-butyl 4-(5-(3-(2-bromo-3-((N-ethyl-N-methylsulfamoyl)amino)benzoyl)-1-(2,6-dichlorobenzoyl)-1H-pyrrolo[2,3-b]pyridin-5-yl)pyridin-2-yl)piperazine-1-carboxylate BrC1=C(C(=O)C2=CN(C3=NC=C(C=C32)C=3C=CC(=NC3)N3CCN(CC3)C(=O)OC(C)(C)C)C(C3=C(C=CC=C3Cl)Cl)=O)C=CC=C1NS(N(C)CC)(=O)=O